C(CC)C1=C(C(O)=CC(=C1)CCC)O 3,5-dipropyl-catechol